COC1=NC=CC(=C1)CC=1N(C(=NC1)CC(F)(F)F)COCC[Si](C)(C)C 2-methoxy-4-((2-(2,2,2-trifluoroethyl)-3-((2-(trimethylsilyl)ethoxy)methyl)imidazol-4-yl)methyl)pyridine